(2R)-2-(hydroxymethyl)piperidine-1-carboxylic acid tert-butyl ester C(C)(C)(C)OC(=O)N1[C@H](CCCC1)CO